2-(3-methoxyphenoxy)-5-fluoroaniline COC=1C=C(OC2=C(N)C=C(C=C2)F)C=CC1